C(CCC)[C@H]1CS(C2=C(N(C1)C1=CC=CC=C1)C=C(C(=C2)OCCC(=O)O)SC)(=O)=O |r| racemic-3-((3-butyl-7-(methylsulfanyl)-1,1-dioxo-5-phenyl-2,3,4,5-tetrahydro-1,5-benzothiazepin-8-yl)oxy)propionic acid